O1C(CC1)CCCCCCCC[Si](OCC)(OCC)OCC 8-oxetanyloctyltriethoxysilane